6,7-Difluoro-3-(methoxymethoxy)-8-((triisopropylsilyl)ethynyl)naphthalen-1-yl trifluoromethanesulfonate FC(S(=O)(=O)OC1=CC(=CC2=CC(=C(C(=C12)C#C[Si](C(C)C)(C(C)C)C(C)C)F)F)OCOC)(F)F